COC1=C(C=CC(=C1)OC)C=1C=C2C(=NC1)NC(N2)=O 6-(2,4-Dimethoxyphenyl)-2-oxo-3H-imidazo[4,5-b]pyridin